O=C1[C@@]2(C=3C(=NC=CC3)N1)CC1=C(C=NC(=C1)C(=O)OC)C2 methyl (S)-2'-oxo-1',2',5,7-tetrahydrospiro[cyclopenta[c]pyridine-6,3'-pyrrolo[2,3-b]pyridine]-3-carboxylate